4-((5-chloro-4-(1-isopropyl-1H-pyrazol-4-yl)pyrimidin-2-yl)amino)-N-cyclopropyl-3-methoxybenzamide ClC=1C(=NC(=NC1)NC1=C(C=C(C(=O)NC2CC2)C=C1)OC)C=1C=NN(C1)C(C)C